CC1=C(OC(C(=O)OCC)(C)C)C(=CC(=C1)CN1C(N(CC1=O)C1=CC(=C(C=C1)C(F)(F)F)C)=O)C Ethyl 2-(2,6-dimethyl-4-((3-(3-methyl-4-(trifluoromethyl)phenyl)-2,5-dioxoimidazolin-1-yl)methyl)phenoxy)-2-methylpropionate